CONC=1C=2N=CN([C@H]3[C@H](O)[C@H](O)[C@@H](CO)O3)C2N=C(N1)C#CC1=CC=NC=C1 N6-methoxy-2-[(4-pyridinyl)ethynyl]adenosine